3-((trifluoromethyl)sulfonyl)dibenzo[b,d]furan-4-amine FC(S(=O)(=O)C=1C=CC2=C(OC3=C2C=CC=C3)C1N)(F)F